sulfur dioxide silver selenium [Se].[Ag].S(=O)=O